C(C=C)(=O)N1CC(=CCC1)C=1C=NN(C1)C(C(=O)NC=1SC(=CN1)C1CC1)C 2-(4-(1-propenoyl-1,2,5,6-tetrahydropyridin-3-yl)-1H-pyrazol-1-yl)-N-(5-cyclopropylthiazol-2-yl)propanamide